C(C)C=1C(=CC=C2C=C(C=C(C12)C1=C(C=2N=C(N=C(C2C=N1)N1C[C@](CCC1)(C)OC)OCC1(CC1)C=O)F)OCOC)F (R)-1-(((7-(8-ethyl-7-fluoro-3-(methoxymethoxy)naphthalen-1-yl)-8-fluoro-4-(3-methoxy-3-methylpiperidin-1-yl)pyrido[4,3-d]pyrimidin-2-yl)oxy)methyl)cyclopropane-1-carbaldehyde